(S)-N-(3-methoxy-4-nitrophenyl)pyrrolidin-3-amine COC=1C=C(C=CC1[N+](=O)[O-])N[C@@H]1CNCC1